3-(difluoromethyl)isoxazole-5-carboxylic acid FC(C1=NOC(=C1)C(=O)O)F